B(C1=C(C=C(C=C1)S(=O)(=O)N(CC)CC)C)(O)O 4-(N,N-DIETHYLSULFAMOYL)-2-METHYLPHENYLBORONIC ACID